C(#N)C=1C=C(C=CC1)C=1N=C(SC1C1=CC(=NC(=C1)C)C)NC(=O)N1CC(C1)C(C)(C)O N-[4-(3-cyanophenyl)-5-(2,6-dimethyl-4-pyridyl)thiazol-2-yl]-3-(1-hydroxy-1-methyl-ethyl)azetidine-1-carboxamide